ClC1=C2C[C@@H](CC2=CC=C1)NCC[C@]1(CCOC2(C1)CCOCC2)C2=NC=C(C=C2)F (R)-4-chloro-N-(2-((R)-4-(5-fluoropyridine-2-yl)-1,9-dioxaspiro[5.5]undec-4-yl)ethyl)-2,3-dihydro-1H-inden-2-amine